CC=1C(N(C=CC1)C=1C=NC=CC1)=O 3-methyl-2H-[1,3'-bipyridin]-2-one